2-chloro-4,6-bis-(ethyl-amino)-S-triazine ClC1=NC(=NC(=N1)NCC)NCC